(2,3,4,5,6-pentafluorophenyl) 2-chloro-4-(1,1-difluoroethoxy)-3-methylsulfonyl-benzoate ClC1=C(C(=O)OC2=C(C(=C(C(=C2F)F)F)F)F)C=CC(=C1S(=O)(=O)C)OC(C)(F)F